(pentafluorophenyl)borate FC1=C(C(=C(C(=C1OB([O-])[O-])F)F)F)F